Tert-Butyl 4-[(5,6-difluoro-3-hydroxy-1-methyl-1H-indol-2-yl)carbonyl]piperazine-1-carboxylate FC=1C=C2C(=C(N(C2=CC1F)C)C(=O)N1CCN(CC1)C(=O)OC(C)(C)C)O